(S)-2-ethyl-6-(6-(2-methoxyethoxy)-1H-benzo[d]imidazol-2-yl)-7-((1-(pyrimidin-2-yl)ethyl)amino)-2H-pyrazolo[4,3-b]pyridin-5(4H)-one C(C)N1N=C2C(NC(C(=C2N[C@@H](C)C2=NC=CC=N2)C2=NC3=C(N2)C=C(C=C3)OCCOC)=O)=C1